N1=C(C=CC=C1)C1=NC=CC=C1.[Co] cobalt 2,2'-bipyridyl